(R)-1-(5-bromo-2,3-dihydro-1H-indene-2-carbonyl)indoline-6-sulfonamide BrC=1C=C2C[C@@H](CC2=CC1)C(=O)N1CCC2=CC=C(C=C12)S(=O)(=O)N